N-[3-[5-(2-cyclopropylpyrimidin-5-yl)-1H-pyrrolo[2,3-b]pyridine-3-carbonyl]-2,4-difluoro-phenyl]-3-fluoro-azetidine-1-sulfonamide C1(CC1)C1=NC=C(C=N1)C=1C=C2C(=NC1)NC=C2C(=O)C=2C(=C(C=CC2F)NS(=O)(=O)N2CC(C2)F)F